BrC1=CC(=CC(=N1)[C@H](CC(=O)O)NC([C@H](CC(C)C)N1C(C=C(C(=C1)CCN(C)C)C(F)(F)F)=O)=O)C1=C(C=CC=C1C)C |o1:14| (S)-3-(6-bromo-4-(2,6-dimethylphenyl)pyridin-2-yl)-3-((S*)-2-(5-(2-(dimethylamino)ethyl)-2-oxo-4-(trifluoromethyl)pyridin-1(2H)-yl)-4-methylpentanamido)propanoic acid